1-(phenylsulfonyl)-1H-pyrrolo[3,2-b]pyridine C1(=CC=CC=C1)S(=O)(=O)N1C=CC2=NC=CC=C21